2-(3-fluorophenyl)-5-(2-methoxyethoxymethyl)-1H-indol-7-amine FC=1C=C(C=CC1)C=1NC2=C(C=C(C=C2C1)COCCOC)N